3-(pyridin-2-yl)cyclopentan-1-one N1=C(C=CC=C1)C1CC(CC1)=O